[Ge]=[Se] germanous selenide